COC(=O)C1OC1C1=CC2=C(OCO2)C=C1 3-benzo[1,3]dioxol-5-yl-oxiranecarboxylic acid methyl ester